6-bromo-7-chloro-2-ethylbenzo[d]thiazole BrC1=C(C2=C(N=C(S2)CC)C=C1)Cl